BrC=1C=CC2=C(C(=CO2)COC2=C(C=CC(=C2)OC)CC(=O)OCC)C1 5-bromo-3-((2-(2-ethoxy-2-oxoethyl)-5-methoxyphenoxy)methyl)benzofuran